4-(4-((7-Chloroquinolin-4-yl)amino)pentyl)thiomorpholine-1,1-dioxide ClC1=CC=C2C(=CC=NC2=C1)NC(CCCN1CCS(CC1)(=O)=O)C